C1(CCCC1)[C@@H]1NC2=CC=CN=C2[C@@H]([C@H]1C1CC1)NC(OCC1=CC=CC=C1)=O |r| Benzyl ((2SR,3SR,4RS)-2-cyclopentyl-3-cyclopropyl-1,2,3,4-tetrahydro-1,5-naphthyridin-4-yl)carbamate